(S)-N-(4-cyano-3-(trifluoromethyl)phenyl)-3-(1-(2-fluoro-5-((4-oxo-3,4-dihydrophthalazin-1-yl)methyl)benzoyl)piperidin-4-yloxy)-2-hydroxy-2-methylpropanamide C(#N)C1=C(C=C(C=C1)NC([C@@](COC1CCN(CC1)C(C1=C(C=CC(=C1)CC1=NNC(C2=CC=CC=C12)=O)F)=O)(C)O)=O)C(F)(F)F